(4-amino-7-fluoroimidazo[1,5-a]quinoxalin-8-yl)((4aS,9aR)-6-fluoro-7-(trifluoromethyl)-2,3,9,9a-tetrahydroindeno[2,1-b][1,4]oxazin-4(4aH)-yl)methanone NC=1C=2N(C3=CC(=C(C=C3N1)F)C(=O)N1[C@@H]3[C@H](OCC1)CC=1C=C(C(=CC13)F)C(F)(F)F)C=NC2